C(C=CC=CC=CC=CCCCCCCCCCC)=O 10Z,13Z-nonadecatetraenal